4'-((S)-4-acryloyl-3-(cyanomethyl)piperazin-1-yl)-3,4,5',6'-tetrahydro-2H-spiro[naphthalene-1,7'-pyrano[2,3-d]pyrimidine]-2'-carboxamide C(C=C)(=O)N1[C@H](CN(CC1)C=1C2=C(N=C(N1)C(=O)N)OC1(CC2)CCCC2=CC=CC=C21)CC#N